O1C(CC1)COC=1C=CC2=C(N=C(O2)C2CCNCC2)C1 5-[(Oxetan-2-yl)methoxy]-2-(piperidin-4-yl)-1,3-benzoxazole